BrC1=C(C=2N=C(N=C3N(C(COC(=C1Cl)C32)C(C)OC3OCCCC3)CC(F)F)SC)F 7-bromo-8-chloro-13-(2,2-difluoroethyl)-6-fluoro-3-(methylsulfanyl)-12-[1-(oxan-2-yloxy)ethyl]-10-oxa-2,4,13-triazatricyclo[7.4.1.0^{5,14}]tetradeca-1,3,5(14),6,8-pentaene